4-((R)-3-((cyclopropylmethyl)amino)piperidin-1-yl)-1-(1-(4-(6-(dimethyl-amino)pyrazin-2-yl)-1H-1,2,3-triazol-1-yl)ethyl)pyridin-2(1H)-one C1(CC1)CN[C@H]1CN(CCC1)C1=CC(N(C=C1)C(C)N1N=NC(=C1)C1=NC(=CN=C1)N(C)C)=O